ETHYLBENZOL C(C)C1=CC=CC=C1